[4-[4-[6-chloro-4-(trifluoromethyl)-2-pyridyl]piperazin-1-yl]sulfonylphenyl]indane-5-carboxamide ClC1=CC(=CC(=N1)N1CCN(CC1)S(=O)(=O)C1=CC=C(C=C1)C1CCC2=CC(=CC=C12)C(=O)N)C(F)(F)F